C(CCCCCCCCCCCCCCCCCCCCC)(=O)O.OC[C@H](O)[C@@H](O)[C@H](O)[C@H](O)CO sorbitol monobehenate